C1=NC=CC2=C(C=CC=C12)CC(=O)NC1=C(N=CS1)C1=NC=NN1C 2-(Isoquinolin-5-yl)-N-(4-(1-methyl-1H-1,2,4-triazol-5-yl)thiazol-5-yl)acetamide